BrC=1C(=C(C(=C2C=CC=CC12)C1=CC=CC2=CC=CC=C12)O)Br (R/S)-dibromo-binaphthol